[N].C(C)SCC diethyl-sulfur nitrogen